tert-butyl 2-[1-[7-methyl-4-oxo-2-(trifluoromethylsulfonyloxy)pyrido[1,2-a]pyrimidin-9-yl]ethylamino]benzoate CC=1C=C(C=2N(C(C=C(N2)OS(=O)(=O)C(F)(F)F)=O)C1)C(C)NC1=C(C(=O)OC(C)(C)C)C=CC=C1